1-(3-bromophenethyl)-6-oxo-1,6-dihydropyridine-3-carboxaldehyde BrC=1C=C(CCN2C=C(C=CC2=O)C=O)C=CC1